methyl ((trihydroxysilyl) methyl) fumarate C(\C=C\C(=O)OC[Si](O)(O)O)(=O)OC